C(C)N1C(N\C(\C1=O)=C/C1=CC=NC2=CC=CC=C12)=S (Z)-3-ethyl-5-(quinolin-4-ylmethylene)-2-thioxoimidazolidin-4-one